FC(C1CN(CCO1)C(=O)C1=CC=C(C=C1)C1=CC=CC=2N1C(C(=C(N2)C(F)(F)F)C)=O)F 4-((2-(Difluoromethyl)morpholin-4-yl)carbonyl)phenyl-3-methyl-2-(trifluoromethyl)-4H-pyrido[1,2-a]pyrimidin-4-on